C(C)(C)(C)OB(C1=C(C(=C(C(=C1F)F)F)F)F)C1=C(C(=C(C(=C1F)F)F)F)F t-Butoxybis(perfluorophenyl)borane